CN(C(SC1=CC(=C(C=C1)N)F)=O)C S-(4-amino-3-fluorophenyl) dimethylthiocarbamate